1-(4-{6-chloro-2-[(5-chloro-1-cyclopropyl-1H-pyrazol-4-yl)amino]quinazolin-7-yl}piperazin-1-yl)ethan-1-one ClC=1C=C2C=NC(=NC2=CC1N1CCN(CC1)C(C)=O)NC=1C=NN(C1Cl)C1CC1